C(C(=[AlH])C)(=O)OCCC[Si](OC)(OC)OC alumina-methacryloxypropyltrimethoxysilane